(5aR,5bS,7aS,10aS,10bR,E)-8-hydrazineylidene-5a,7a-dimethyl-N-(3-morpholinopropyl)-5,5a,5b,6,7,7a,8,9,10,10a,10b,11-dodecahydro-4H-cyclopenta[7,8]phenanthro[2,1-d]thiazol-2-amine N(/N)=C\1/CC[C@@H]2[C@@]1(CC[C@@H]1[C@]3(CCC=4N=C(SC4C3=CC[C@@H]21)NCCCN2CCOCC2)C)C